C(C1=CC=CC=C1)N1CCN(CC1)C1C(N(C1)C1=CC(=NC(=C1C#N)C(F)(F)F)N1CCC(CC1)C1=C(C=NN1C)C)CO 4-(3-(4-benzylpiperazin-1-yl)-2-(hydroxymethyl)azetidin-1-yl)-6-(4-(1,4-dimethyl-1H-pyrazol-5-yl)piperidin-1-yl)-2-(trifluoromethyl)nicotinonitrile